C1(=CC=C(C=C1)C1=C(C(=C(C2=C1N=C(N2)S(=O)(=O)O)S(=O)(=O)O)S(=O)(=O)O)S(=O)(=O)O)C2=C(C(=C(C1=C2N=C(N1)S(=O)(=O)[O-])S(=O)(=O)[O-])S(=O)(=O)O)S(=O)(=O)O.[Na+].[Na+] disodium p-phenylene-bisbenzimidazole-tetrasulfonate